ClC=1N=C(C(=NC1Cl)C#N)Cl chloro-3,6-dichloropyrazine-2-carbonitrile